2-{[tert-butyl(dimethyl)silyl]oxylpropan-2-yl}-4-fluoro-1-(propan-2-yl)-1H-benzimidazole [Si](C)(C)(C(C)(C)C)OCC(C)C1=NC2=C(N1C(C)C)C=CC=C2F